NCCC=1C=NC(=NC1)C1=C(C=C(C#N)C=C1)OC=1SC(=NN1)N1CCCC1 4-[5-(2-aminoethyl)pyrimidin-2-yl]-3-[(5-pyrrolidin-1-yl-1,3,4-thiadiazol-2-yl)oxy]benzonitrile